[Si](C)(C)(C(C)(C)C)OCC=1C(=NC=CC1)C(=O)N[C@H](C(C)C)C(=O)OC methyl (3-(((tert-butyldimethylsilyl)oxy)methyl)picolinoyl)-D-valinate